ClC=1C=NC(=C(C(=O)[O-])C1)C 5-chloro-2-methylnicotinate